[Ca+2].OC(C(=O)[O-])CCSC.OC(C(=O)[O-])CCSC 2-hydroxy-4-(methylthio)butyric acid calcium salt